(3-(ethoxycarbonyl)-1-(trans-3-(hydroxymethyl)cyclobutyl)-1H-pyrazol-4-yl)boronic acid C(C)OC(=O)C1=NN(C=C1B(O)O)[C@@H]1C[C@H](C1)CO